tert-butyl 4-[(4-{4-[2-fluoro-3-(propane-1-sulfonamido)phenyl]-3-(pyridin-4-yl)pyrazol-1-yl}phenyl)methyl]piperazine-1-carboxylate FC1=C(C=CC=C1NS(=O)(=O)CCC)C=1C(=NN(C1)C1=CC=C(C=C1)CN1CCN(CC1)C(=O)OC(C)(C)C)C1=CC=NC=C1